(E)-4-fluoro-N'-(1-(pyridin-3-yl)ethylidene)benzohydrazide FC1=CC=C(C(=O)N/N=C(\C)/C=2C=NC=CC2)C=C1